Tris-(dodecylphenyl)-sulfonium tetrakis-(3,5-bis-trifluoromethylphenyl)-borate FC(C=1C=C(C=C(C1)C(F)(F)F)[B-](C1=CC(=CC(=C1)C(F)(F)F)C(F)(F)F)(C1=CC(=CC(=C1)C(F)(F)F)C(F)(F)F)C1=CC(=CC(=C1)C(F)(F)F)C(F)(F)F)(F)F.C(CCCCCCCCCCC)C1=C(C=CC=C1)[S+](C1=C(C=CC=C1)CCCCCCCCCCCC)C1=C(C=CC=C1)CCCCCCCCCCCC